C(C=C)P(O)(=O)CC=C allyl-allylphosphinic acid